(5-(4-methoxyphenyl)-3-pyridinyl)(octahydro-4H-1,4-benzoxazin-4-yl)methanone COC1=CC=C(C=C1)C=1C=C(C=NC1)C(=O)N1CCOC2C1CCCC2